4-ethyl-2-methyl-N-(5-nitrothiazol-2-yl)benzamide methyl-2-(2-ethoxy-2-oxoethyl)-5,6,8,9-tetrahydroimidazo[4',5':4,5]benzo[1,2-d]azepin-7(1H)-carboxylate COC(=O)N1CCC2=C(CC1)C=C1C(=C2)NC(=N1)CC(=O)OCC.C(C)C1=CC(=C(C(=O)NC=2SC(=CN2)[N+](=O)[O-])C=C1)C